BrC1=CC=C(CNC(C2=CC=NC=C2)=O)C=C1 N-(4-bromobenzyl)isonicotinamide